ClC=1C(=C(NC=2C3=C(N=CN2)C=CC(=N3)O[C@@H]3CN(CC3)C(=O)OC(C)(C)C)C=CC1F)F tert-butyl (3S)-3-[4-(3-chloro-2,4-difluoro-anilino)pyrido[3,2-d]pyrimidin-6-yl]oxypyrrolidine-1-carboxylate